Cl.Cl.N1N=CC(=C1)C1=CC=C(C=C1)C(C(=O)N)(CN)O (4-(1H-pyrazol-4-yl)phenyl)-3-amino-2-hydroxypropionamide dihydrochloride